3-(4-Hydroxyindan-5-yl)-4-methyl-6-(6-methyl-3,3a,4,5,7,7a-hexahydro-2H-pyrrolo[2,3-c]pyridin-1-yl)-1,2,4-triazin-5-one OC1=C2CCCC2=CC=C1C1=NN=C(C(N1C)=O)N1CCC2C1CN(CC2)C